2'-O-propoxyethyl-5-methyluridine C(CC)OCCO[C@H]1[C@@H](O[C@@H]([C@H]1O)CO)N1C(=O)NC(=O)C(=C1)C